Cl.C(C1=CC=CC=C1)N1CC=2C(=C(N=C(C2CC1)N1CC2CCC(C1)N2)OC[C@H]2N(CCC2)C)C#N 6-benzyl-1-(3,8-diazabicyclo[3.2.1]oct-3-yl)-3-(((S)-1-methylpyrrolidin-2-yl)methoxy)-5,6,7,8-tetrahydro-2,6-naphthyridine-4-carbonitrile hydrochloride